C(C)(=O)OC1=CC=C(C=C1)CCC(C)NC(NC1=CC=C2C=CN(C2=C1)C(=O)OC(C)(C)C)=O tert-butyl 6-(3-(4-(4-acetoxyphenyl)butan-2-yl)ureido)-1H-indole-1-carboxylate